O1CCC(CC1)NC(=O)C1=NC=CN=C1 N-(tetrahydro-2H-pyran-4-yl)pyrazine-2-carboxamide